(5Z)-5-octene-1-yne C#CCC\C=C/CC